C(C)(C)(C)C=1C=C(C=C(C1C)C(C)(C)C)O 3,5-di-tert-butyl-p-methylphenol